COC(C1=C(C=CC(=C1)C1=NC2=CC(=CC=C2C(=C1)N1C=NC=C1)Cl)OC)=O.NC1=CC=C(OC2=CC=C(C=C2)C(C(F)(F)F)(C(F)(F)F)C2=CC=C(C=C2)OC2=CC=C(C=C2)N)C=C1 2,2-bis[4-(4-aminophenoxy)phenyl]-1,1,1,3,3,3-hexafluoroPropane methyl-5-(7-chloro-4-(1H-imidazol-1-yl)quinolin-2-yl)-2-methoxybenzoate